N1C=C(C=2C1=CN=CC2)\C=C/2\C(N(C(S2)=S)CC)=O (Z)-5-((1H-pyrrolo[2,3-c]pyridin-3-yl)methylene)-3-ethyl-2-thioxothiazolidin-4-one